O1C(CCC1)COC1CCC(CC1)NC(=O)C=1C=CC2=C(C=3N(CCO2)C=NC3)C1 N-((1r,4r)-4-((tetrahydrofuran-2-yl)methoxy)cyclohexyl)-5,6-dihydrobenzo[f]imidazo[1,5-d][1,4]oxazepine-10-carboxamide